FC(C1=C(C(=NC(=N1)SC)C=1N=NN(C1)C1CN(C1)C(=O)OC(C)(C)C)C)F tert-butyl 3-(4-(6-(difluoromethyl)-5-methyl-2-(methylthio)pyrimidin-4-yl)-1H-1,2,3-triazol-1-yl)azetidine-1-carboxylate